propylene fumarate diacrylate C(C=C)(=O)O.C(C=C)(=O)O.C1(\C=C\C(=O)OC(CO1)C)=O